NCCOCCOCCOCCOCCOCCOCCOCCOCCOCCO 29-amino-3,6,9,12,15,18,21,24,27-nonaoxanonacosan-1-ol